C(C)(C)(C)OC(=O)N1C[C@]2(C[C@H]1C(N)=O)C(NC1=CC(=CC=C12)Br)=O (3R,5'S)-6-bromo-5'-Carbamoyl-2-oxospiro[indoline-3,3'-pyrrolidine]-1'-carboxylic acid tert-butyl ester